CSC1=NC=C2C(=N1)N(C(N(C2)[C@H]2CCN(C1=CC=CC=C21)C(=O)OC(C)(C)C)=O)C2COCC2 (4S)-tert-butyl 4-(7-(methylthio)-2-oxo-1-(tetrahydrofuran-3-yl)-1,2-dihydropyrimido[4,5-d]pyrimidin-3(4H)-yl)-3,4-dihydroquinoline-1(2H)-carboxylate